N1=C(N=CC=C1)C=1SC(=CN1)C=O (2-(pyrimidin-2-yl)thiazol-5-yl)methanone